C(=O)(C=C)[NH-] acroylamide